dicyclopentenyl(3-ethyl-3-oxetanylmethyl) ether C1(=CCCC1)C(C1(COC1)CC)(C1=CCCC1)OC(C1=CCCC1)(C1=CCCC1)C1(COC1)CC